CC1=CC=C(C=C1)C1=NOC=C1 3-(4-methylphenyl)-isoxazole